(S)-9-methyl-2-(2-methylimidazo[1,2-b]pyridazin-6-yl)-7-(3-methylpiperazin-1-yl)-4H-pyrido[1,2-a]pyrimidin-4-one CC1=CC(=CN2C1=NC(=CC2=O)C=2C=CC=1N(N2)C=C(N1)C)N1C[C@@H](NCC1)C